2-((5R)-5-(2,3-dichloro-6-hydroxyphenyl)pyrrolidin-3-yl)-1-(3-hydroxy-3-(hydroxymethyl)azetidin-1-yl)ethan-1-one ClC1=C(C(=CC=C1Cl)O)[C@H]1CC(CN1)CC(=O)N1CC(C1)(CO)O